bis(3,5-di-tert-butyl-4-hydroxy benzyl) sulfide C(C)(C)(C)C=1C=C(CSCC2=CC(=C(C(=C2)C(C)(C)C)O)C(C)(C)C)C=C(C1O)C(C)(C)C